FC1=C(C=CC(=C1)N1N=CC=C1)N1CC=CC2=CN=CC=C12 N-[2-fluoro-4-(pyrazol-1-yl)phenyl]-1,6-naphthyridine